dimethylhydrazine hydrochloride salt Cl.CNNC